7-[1-[(3S)-1-Cyano-3-piperidyl]-5-methyl-triazol-4-yl]-5-[(1R)-1-(5-fluoro-2-pyridyl)ethoxy]imidazo[1,2-a]pyridine-3-carbonitrile C(#N)N1C[C@H](CCC1)N1N=NC(=C1C)C1=CC=2N(C(=C1)O[C@H](C)C1=NC=C(C=C1)F)C(=CN2)C#N